FC(C=1C(=C(C=CC1)[C@@H](C)NC1=C2C(=C(N=N1)C)N=CC(=C2)N2CC(C2)N(C)C)F)F (R)-N-(1-(3-(difluoromethyl)-2-fluorophenyl)ethyl)-3-(3-(dimethylamino)azetidin-1-yl)-8-methylpyrido[2,3-d]pyridazin-5-amine